(6Z,15Z)-henicosa-6,15-dien-11-one CCCCC\C=C/CCCC(CCC\C=C/CCCCC)=O